2-(4-chloro-3-fluorophenoxy)-N-{3-[(3-methyl-[1,2,4]triazolo[4,3-a]pyrazin-8-yl)amino]bicyclo[1.1.1]pent-1-yl}acetamide tert-butyl-(S)-3-methylsulfonyloxypiperidine-1-carboxylate C(C)(C)(C)OC(=O)N1C[C@H](CCC1)OS(=O)(=O)C.ClC1=C(C=C(OCC(=O)NC23CC(C2)(C3)NC=3C=2N(C=CN3)C(=NN2)C)C=C1)F